oxalate hydrate Ammonium [NH4+].O.C(C(=O)[O-])(=O)[O-].[NH4+]